C(CCC)[Si](OCCOC)(OCCOC)C butylmethyl-bis-(2-methoxyethoxy)silane